Pyrazolo[1,5-a]pyridin-2-carboxylic acid N1=C(C=C2N1C=CC=C2)C(=O)O